C(C)OC=1C(=CC2=CN(N=C2C1)C)C(=O)NC1=CC=C(N=N1)N1CC(N(CC1)C(=O)OC(C)(C)C)(C)C tert-butyl 4-(6-(6-ethoxy-2-methyl-2H-indazole-5-carboxamido)pyridazin-3-yl)-2,2-dimethylpiperazine-1-carboxylate